(R,S)-3-(3-bromo-1-((2-(trimethylsilyl)ethoxy)methyl)-1H-1,2,4-triazol-5-yl)-3-hydroxy-1-methylpyrrolidin-2-one BrC1=NN(C(=N1)[C@]1(C(N(CC1)C)=O)O)COCC[Si](C)(C)C